[2-(3-cyano-1-isopropyl-1H-indazol-5-yl)pyridine-4-carbonyl]-L-valine methyl ester COC([C@@H](NC(=O)C1=CC(=NC=C1)C=1C=C2C(=NN(C2=CC1)C(C)C)C#N)C(C)C)=O